(3R,4S)-4-(hydroxymethyl)-1-[5-(6-methoxy-1,3-benzothiazol-2-yl)pyridin-2-yl]piperidin-3-ol OC[C@H]1[C@H](CN(CC1)C1=NC=C(C=C1)C=1SC2=C(N1)C=CC(=C2)OC)O